O[C@H](COC1=CC=C(C=C1)C=1C=NN(C1)CCCNC(OC(C)(C)C)=O)C=1N=NN(N1)CC1=CC=C(C=C1)OC (S)-tert-butyl (3-(4-(4-(2-hydroxy-2-(2-(4-methoxybenzyl)-2H-tetrazol-5-yl)ethoxy)phenyl)-1H-pyrazol-1-yl)propyl)carbamate